ClC1=CC(=NC(=N1)C)NC1=C(C=CC=C1)S(=O)(=O)C 6-chloro-2-methyl-N-(2-(methylsulfonyl)phenyl)pyrimidin-4-amine